6-pyrazol-1-ylpyridazin-3-one N1(N=CC=C1)C=1C=CC(NN1)=O